CN1C=C(C2=CC=CC=C12)CCC=CC 1-methyl-3-(pent-3-en-1-yl)-1H-indole